8-Oxo-8-[(3Z,12Z)-pentadeca-3,12-dien-8-yloxy]octanoic acid O=C(CCCCCCC(=O)O)OC(CCC\C=C/CC)CCC\C=C/CC